4-hydroxybenzoyl alcohol OC1=CC=C(C(=O)O)C=C1